CC1=C(C(=CC=C1)C)O 2,6-DIMETHYLPHENOL